N=1ON=C2C1C=CC(=C2)CN2N=CC(=C2)CN2C1=C(C(=C(C2=O)O)C(=O)O)SC=C1 4-{[1-(benzo[c][1,2,5]oxadiazol-5-ylmethyl)-1H-pyrazol-4-yl]methyl}-6-hydroxy-5-oxo-4,5-dihydrothieno[3,2-b]pyridine-7-carboxylic acid